3-((4-Carbamoyl-2,6-dichlorophenoxy)methyl)-4-chlorobenzo[b]thiophene-2-carboxylic acid C(N)(=O)C1=CC(=C(OCC=2C3=C(SC2C(=O)O)C=CC=C3Cl)C(=C1)Cl)Cl